NC1=C(C=C(C=C1)C1=CN(C=2N=CN=CC21)CC(F)(F)F)F 5-(4-Amino-3-fluorophenyl)-7-(2,2,2-trifluoroethyl)-7H-pyrrolo[2,3-d]pyrimidine